N-[1-(4-{4-hydroxy-4-[5-(pyrimidin-2-yl)pyridin-2-yl]cyclohexyl}-octahydropyrrolo[3,2-b]pyrrol-1-yl)-2-methyl-1-oxopropan-2-yl]-3-(trifluoromethyl)benzamide OC1(CCC(CC1)N1CCC2N(CCC21)C(C(C)(C)NC(C2=CC(=CC=C2)C(F)(F)F)=O)=O)C2=NC=C(C=C2)C2=NC=CC=N2